O.C1(NC(C2=CC=CC=C12)=O)=O.C1(NC(C2=CC=CC=C12)=O)=O isoindoline-1,3-dione hemihydrate